ClC1=C(CN2OCC(C2=O)(C)C)C=C(C=C1)Cl 2-(2,5-Dichlorobenzyl)-4,4-dimethyl-1,2-oxazolidin-3-on